CC1CC(C=2CCCCC12)=O 2,3,4,5,6,7-hexahydro-3-methyl-1H-inden-1-one